NC1(CCN(CC1)C=1C2=C(N=CN1)NC=C2)C(=O)N[C@@H](CCN2CCC(CC2)OC2CCN(CC2)C(C2=C(C=C(C=C2F)C2=CC=CC=C2)F)=O)C2=CC=C(C=C2)Cl 4-amino-N-[(1S)-1-(4-chlorophenyl)-3-[4-[[1-(2,6-difluoro-4-phenyl-benzoyl)-4-piperidyl]oxy]-1-piperidyl]propyl]-1-(7H-pyrrolo[2,3-d]pyrimidin-4-yl)piperidine-4-carboxamide